O1CCN(CC1)C=1NC(=NN1)C1=CC=C(C=C1)N1C=CC=2C1=NC=C(C2)C=O 1-(4-(5-morpholino-4H-1,2,4-triazol-3-yl)phenyl-1H-pyrrolo[2,3-b]pyridine-5-yl)methanone